(8-cyanoquinolin-5-yl)-5-(trifluoromethyl)-3-azabicyclo[3.1.0]hexane-1-carbonylchloride C(#N)C=1C=CC(=C2C=CC=NC12)C1C2(CC2(CN1)C(F)(F)F)C(=O)Cl